8-{4-[(4-{[4-(pentafluoro-λ6-sulfanyl)phenyl]amino}piperidin-1-yl)sulfonyl]phenyl}-3-oxa-1,8-diazaspiro[4.5]decan-2-one FS(C1=CC=C(C=C1)NC1CCN(CC1)S(=O)(=O)C1=CC=C(C=C1)N1CCC2(COC(N2)=O)CC1)(F)(F)(F)F